6-Chloro-3-[[(1R)-1-(3-cyano-6-methyl-4-oxo-2-phenyl-chromen-8-yl)ethyl]amino]pyridine-2-sulfonamide ClC1=CC=C(C(=N1)S(=O)(=O)N)N[C@H](C)C=1C=C(C=C2C(C(=C(OC12)C1=CC=CC=C1)C#N)=O)C